tert-butyl 4-(2-(4-(1-(2,6-dioxopiperidin-3-yl)-2-oxo-1,2-dihydrobenzo[cd]indol-5-yl)piperidin-1-yl)ethyl)piperazine-1-carboxylate O=C1NC(CCC1N1C(C2=C3C(C=CC=C13)=C(C=C2)C2CCN(CC2)CCN2CCN(CC2)C(=O)OC(C)(C)C)=O)=O